ClC=1C(=CC2=C(NC(=N2)OC=2C=CC(=C(C(=O)O)C2)C)C1)C1=CC=C(C=C1)C1=CC=C(C=C1)CN1CCN(CC1)CCOCCO 5-((6-chloro-5-(4'-((4-(2-(2-hydroxyethoxy)ethyl)piperazin-1-yl)methyl)-[1,1'-biphenyl]-4-yl)-1H-benzo[d]imidazol-2-yl)oxy)-2-methylbenzoic acid